C1(=O)OCC=2CCCCC12 4,5,6,7-tetrahydrophthalide